3-bromo-6-methoxy-benzene-1,2-diamine BrC1=C(C(=C(C=C1)OC)N)N